C1(=CC=CC=C1)CS(=O)(=O)F Phenylmethanesulfonylfluoride